(2S)-2-benzenesulfonamido-3-(3-cyanophenyl)propanoic acid C1(=CC=CC=C1)S(=O)(=O)N[C@H](C(=O)O)CC1=CC(=CC=C1)C#N